C(CC(C)C)OC1=C(C2=CC=CC=C2C(=C1)O)O 2-isopentoxy-1,4-naphthalenediol